ClC1=NC=C(C(=C1)C1=C(C=NC(=C1)C)C(=O)NC=1SC(=NN1)OC[C@]1(COCC1)C)OC (R)-2'-chloro-5'-methoxy-6-methyl-N-(5-((3-methyltetrahydrofuran-3-yl)methoxy)-1,3,4-thiadiazol-2-yl)-(4,4'-bipyridine)-3-carboxamide